5-chloro-3-(4-chloro-3-trifluoromethyl-benzenesulfonylamino)-pyridine-2-carboxylic acid (3-chloro-phenyl)-methyl-amide ClC=1C=C(C=CC1)N(C(=O)C1=NC=C(C=C1NS(=O)(=O)C1=CC(=C(C=C1)Cl)C(F)(F)F)Cl)C